N1N=CN=C1[C@@H]1CN(CC1)C(=O)N1CC2(C1)C[C@@H](CC2)CC2=NC=C(N=C2)C(F)(F)F [(3S)-3-(1H-1,2,4-Triazol-5-yl)pyrrolidin-1-yl]-[(6R)-6-[[5-(trifluoromethyl)pyrazin-2-yl]methyl]-2-azaspiro[3.4]octan-2-yl]methanone